Prop-2-en-1-yl-5-[1-(2,3-Dimethylphenyl)ethyl]-1H-imidazol-1-carboxamid C(C=C)C=1N(C(=CN1)C(C)C1=C(C(=CC=C1)C)C)C(=O)N